ClC1=CC2=C(C3=CC=CC=C3C(=C2C=C1)OCCCCCCCC)OCCCCCCCC 2-chloro-9,10-bis(n-octyloxy)anthracene